2-[2-[3-(Trifluoromethoxy)phenyl]-7-azaspiro[3.5]nonane-7-carbonyl]-7-oxa-5-azaspiro[3.4]octan-6-one FC(OC=1C=C(C=CC1)C1CC2(C1)CCN(CC2)C(=O)C2CC1(C2)NC(OC1)=O)(F)F